HEXAMETHYLDITIN C[Sn](C)C.C[Sn](C)C